OCC(CNC=O)(C)C N-(3-hydroxy-2,2-dimethylpropyl)formamide